O[C@H](CC=O)C1=CC(=C(C=C1)Cl)Cl (R)-3-hydroxy-3-(3,4-dichlorophenyl)-propanal